OC1=CC=C(CC2=C(C=C(C=3C4=CC=C(C=C4CCC23)O)OC)O)C=C1 1-(4-hydroxybenzyl)-4-methoxyl-9,10-dihydrophenanthrene-2,7-diol